Ethyl 4-butyl-1H-1,2,3-triazole-1-butyrate C(CCC)C=1N=NN(C1)CCCC(=O)OCC